(S)-N-(2-(dimethylamino)-1-phenylethyl)-1-ethyl-6,6-dimethyl-3-(4-nitrobenzamido)-4,6-dihydropyrrolo[3,4-c]pyrazole-5(1H)-carboxamide CN(C[C@H](C1=CC=CC=C1)NC(=O)N1C(C=2N(N=C(C2C1)NC(C1=CC=C(C=C1)[N+](=O)[O-])=O)CC)(C)C)C